C1(CC1)OC=1C=CC(=NC1C)NC(C=1NC=CN1)C1=CC(=C(C=C1)F)F 2-(((5-cyclopropoxy-6-methylpyridin-2-yl)amino)(3,4-difluorophenyl)methyl)-1H-imidazol